C(#N)[C@H](CC1=C(C=C(C=C1)C=1C=CC2=C(N(C(O2)=O)C)C1)F)NC(OC(C)(C)C)=O (S)-tert-butyl (1-cyano-2-(2-fluoro-4-(3-methyl-2-oxo-2,3-dihydrobenzo[d]oxazol-5-yl)phenyl)ethyl)carbamate